(E)-2-methyl-3-(2-methylanilino)prop-2-enoic acid methyl ester COC(\C(=C\NC1=C(C=CC=C1)C)\C)=O